ClC1=C(C(=CC(=C1)F)F)NC=1N(C2=NC(=NC=C2N1)N[C@H]1[C@@H](CCCC1)O)C1CCC(CC1)C(=O)N (1S,4s)-4-(8-(2-chloro-4,6-difluorophenylamino)-2-((1R,2R)-2-hydroxycyclohexylamino)-9H-purin-9-yl)cyclohexanecarboxamide